N-(3,5-difluoro-4-((6-methoxy-7-(2-(methylamino)ethoxy)quinolin-4-yl)oxy)phenyl)-4-(3,3-difluorocyclobutoxy)pyridine-3-carboxamide FC=1C=C(C=C(C1OC1=CC=NC2=CC(=C(C=C12)OC)OCCNC)F)NC(=O)C=1C=NC=CC1OC1CC(C1)(F)F